tert-butyl 6-(4-bromobenzyl)-2,6-diazaspiro[3.3]heptane-2-carboxylate BrC1=CC=C(CN2CC3(CN(C3)C(=O)OC(C)(C)C)C2)C=C1